(S)-3-cyclopropyl-N-(5-fluoro-3-trifluoromethylphenyl)-5-((piperidin-3-yl)oxy)pyrazolo[1,5-a]pyrimidin-7-amine C1(CC1)C=1C=NN2C1N=C(C=C2NC2=CC(=CC(=C2)F)C(F)(F)F)O[C@@H]2CNCCC2